C1(C=CCCC1)(C(=O)Cl)C(=O)Cl cyclohexenedicarboxylic acid chloride